(R)-N-(5-(1-methyl-4-(pyrrolidin-3-ylmethoxy)-1H-pyrazol-5-yl)pyrazolo[1,5-a]pyridin-2-yl)cyclopropanecarboxamide CN1N=CC(=C1C1=CC=2N(C=C1)N=C(C2)NC(=O)C2CC2)OC[C@H]2CNCC2